methyl 4-bromo-2-((1r,2s)-1-cyano-2-fluorocyclopropyl)benzoate BrC1=CC(=C(C(=O)OC)C=C1)[C@@]1([C@H](C1)F)C#N